tert-butyl (3S)-3-[[(4-methylbenzenesulfonyl)oxy]methyl]piperidine-1-carboxylate CC1=CC=C(C=C1)S(=O)(=O)OC[C@@H]1CN(CCC1)C(=O)OC(C)(C)C